NC1=NC(=C2N=CN(C2=N1)C1C=CC(C1)CO)NC1CC1 4-[2-amino-6-(cyclopropylamino)-9H-purin-9-yl]-2-cyclopentene-1-methanol